(1r,3r)-3-(3-cyclopropylphenoxy)-N-((6-fluoroisoquinolin-5-yl)methyl)cyclobutane-1-amine hydrochloride Cl.C1(CC1)C=1C=C(OC2CC(C2)NCC2=C3C=CN=CC3=CC=C2F)C=CC1